[In]=S.[Cu] copper-indium sulfide